ClC=1C(=C(C=CC1)CNC(CN(C(CN1N=C(C2=CC(=CC=C12)NC(=O)N(C1CN(C1)C)C)C(=O)N)=O)C1CC1)=O)F 1-(2-((2-(3-chloro-2-fluorophenylmethylamino)-2-oxoethyl)(cyclopropyl)amino)-2-oxoethyl)-5-(3-methyl-3-(1-methylazetidin-3-yl)ureido)-1H-indazole-3-carboxamide